2-((3-(5-Isopropoxy-4-(trifluoromethyl)pyridin-2-yl)-1,2,4-thiadiazol-5-yl)amino)nicotinic acid C(C)(C)OC=1C(=CC(=NC1)C1=NSC(=N1)NC1=C(C(=O)O)C=CC=N1)C(F)(F)F